(3S)-3-[5-[4-[[1-[4-[(1S,2S)-6-hydroxy-2-(3,3,5,5-tetramethylcyclohexyl)tetralin-1-yl]phenyl]-4-piperidyl]methyl]piperazin-1-yl]-1-oxo-isoindolin-2-yl]piperidine-2,6-dione OC=1C=C2CC[C@H]([C@H](C2=CC1)C1=CC=C(C=C1)N1CCC(CC1)CN1CCN(CC1)C=1C=C2CN(C(C2=CC1)=O)[C@@H]1C(NC(CC1)=O)=O)C1CC(CC(C1)(C)C)(C)C